1,3-bis(tert-butyl-peroxyisopropyl)benzene C(C)(C)(C)OOC(C)(C)C1=CC(=CC=C1)C(C)(C)OOC(C)(C)C